ClC1=CC2=C(N(C(N=C2N2[C@H](CN([C@@H](C2)C)C(C=C)=O)C)=O)C=2C(=NC=NC2C(C)C)CN(C)C)N=C1C1=C(C=CC=C1)F 6-chloro-1-[4-[(dimethylamino)meth-yl]-6-isopropyl-pyrimidin-5-yl]-4-[(2S,5R)-2,5-dimethyl-4-prop-2-enoyl-piperazin-1-yl]-7-(2-fluorophenyl)pyrido[2,3-d]pyrimidin-2-one